(2S,4R)-N-((R)-1-(4-carbamimidoylthiophen-2-yl)ethyl)-1-((9,9-difluoro-9H-fluorene-3-carbonyl)glycyl)-4-(pyridin-3-yl)pyrrolidine-2-carboxamide C(N)(=N)C=1C=C(SC1)[C@@H](C)NC(=O)[C@H]1N(C[C@H](C1)C=1C=NC=CC1)C(CNC(=O)C=1C=CC=2C(C3=CC=CC=C3C2C1)(F)F)=O